C([O-])([O-])=O.[Nd+3].[O+2] oxygen neodymium carbonate